C1(=CC=CC2=CC=C(C=C12)C(=O)OC)C(=O)OC dimethyl 1,7-naphthalenedicarboxylate